N-(3-methoxybenzyl)-3-(2-morpholinoethoxy)-N-(3-(pyrrolidin-1-yl)benzyl)aniline COC=1C=C(CN(C2=CC(=CC=C2)OCCN2CCOCC2)CC2=CC(=CC=C2)N2CCCC2)C=CC1